ClC1=C(C(=CC=C1)Cl)C=1C(N=CN2N=C(C=CC21)OC(C)C2=C(C=C(C=C2)F)F)=O 5-(2,6-dichlorophenyl)-2-(1-(2,4-difluorophenyl)ethoxy)-6H-pyrimido[1,6-B]pyridazin-6-one